[5-(difluoromethyl)-3-pyridyl]methanol FC(C=1C=C(C=NC1)CO)F